(1,2,3-trihydroxypropyl)oxane-2-carboxylic acid OC(C(CO)O)C1(OCCCC1)C(=O)O